3-ethoxy-1-(2,6-difluorophenyl)-1H-pyrazole-5-carboxylic acid C(C)OC1=NN(C(=C1)C(=O)O)C1=C(C=CC=C1F)F